[Eu+2].ClC1=CC=CC2=C1CCCCC2N2CCN(CC2)C2=CC=C(C(=O)N)C=C2 4-(4-(1-chloro-6,7,8,9-tetrahydro-5H-benzo[7]annulen-5-yl)piperazin-1-yl)benzamide Europium(II)